Beryllium-Silicon [Si].[Be]